O=C1NC2=C(CC(C1)NC(OC(C)(C)C)=O)C=C(C=C2)C(F)(F)F tert-butyl [2-oxo-7-(trifluoromethyl)-2,3,4,5-tetrahydro-1H-1-benzazepin-4-yl]carbamate